FC(C(=O)[O-])(F)F.NC1=NC=CC(=C1)C1=C(C(=C(C=C1)S(=O)(=O)CC[NH3+])S(N)(=O)=O)C1=NN=NN1 2-((4-(2-aminopyridin-4-yl)-2-sulfamoyl-3-(1H-tetrazol-5-yl)phenyl)sulfonyl)ethanaminium 2,2,2-trifluoroacetate